5-((R)-2-(2,5-difluorophenyl)pyrrolidin-1-yl)pyrazolo[1,5-a]pyrimidin-3-yl-2-oxa-5-azabicyclo[2.2.1]heptane-5-carboxamide FC1=C(C=C(C=C1)F)[C@@H]1N(CCC1)C1=NC=2N(C=C1)N=CC2C21OCC(N(C2)C(=O)N)C1